trimethyl(methoxymethyl)ammonium C[N+](COC)(C)C